NC1=C2C(=NC(=N1)Cl)N(N=C2)CC=2C=CC(=C(C2)CC(=O)[O-])OC 2-(5-((4-amino-6-chloro-1H-pyrazolo[3,4-d]pyrimidin-1-yl)methyl)-2-methoxyphenyl)acetate